tris(trifluoromethylsilane) phosphate P(=O)(O)(O)O.FC(F)(F)[SiH3].FC(F)(F)[SiH3].FC(F)(F)[SiH3]